FC1=C(C#N)C=C(C=C1)NC1=C(N=C2N1CCN(C2(C)C)C(CN)=O)C2=CC(=C(C(=C2)F)F)F 2-fluoro-5-((7-glycyl-8,8-dimethyl-2-(3,4,5-trifluorophenyl)-5,6,7,8-tetrahydroimidazo[1,2-a]pyrazin-3-yl)amino)benzonitrile